1-[5-[4-[4-(Aminomethyl)piperidine-1-carbonyl]piperidine-1-carbonyl]-2-methoxy-phenyl]hexahydropyrimidine-2,4-dione NCC1CCN(CC1)C(=O)C1CCN(CC1)C(=O)C=1C=CC(=C(C1)N1C(NC(CC1)=O)=O)OC